Glutamic acid N,N-diacetic acid tetrasodium salt [Na+].[Na+].[Na+].[Na+].C(CN([C@@H](CCC(=O)[O-])C(=O)[O-])CC(=O)[O-])(=O)[O-]